N1CCC(CC1)C1=CC=CC(=N1)OCC1=C(C=C(C=C1)C(C)=O)C(F)(F)F 1-(4-(((6-(piperidin-4-yl)pyridin-2-yl)oxy)-methyl)-3-(trifluoromethyl)phenyl)ethan-1-one